3-(benzimidazol-2-yl)-4-hydroxy-2-oxo-1,2-dihydroquinoline N1=C(NC2=C1C=CC=C2)C=2C(NC1=CC=CC=C1C2O)=O